5-fluoro-7-((5S)-5-methylpiperidin-2-yl)spiro[benzo[b][1,4]oxazin-2,1'-cyclopropane]-3(4H)-one FC1=CC(=CC=2OC3(CC3)C(NC21)=O)C2NC[C@H](CC2)C